C1(CC1)N1C=C(C(C2=CC(=C(C(=C12)OC)N1CC(N(CC1)C(C)=O)C)F)=O)C(=O)O 1-cyclopropyl-6-fluoro-7-(3-methyl-4-acetylpiperazin-1-yl)-8-methoxy-quinolin-4(1H)-one-3-carboxylic acid